ClC1=C(CNC(=O)[C@@H]2C=3C=CC=NC3[C@@H](CC2)O)C=CC(=C1)F (5S,8R)-N-(2-chloro-4-fluorobenzyl)-8-hydroxy-5,6,7,8-tetrahydro-quinoline-5-carboxamide